N1(CCC1)C=1C=NC=2N(C1)N=C(N2)N 6-(azetidin-1-yl)-[1,2,4]triazolo[1,5-a]pyrimidin-2-amine